O=C1NC2=CC=CC=C2[C@@H](C1)C(=O)O (4R)-2-oxo-3,4-dihydro-1H-quinoline-4-carboxylic acid